N1(CCCCC1)CC1=C2C=CC=NC2=C(C=C1)O 5-(piperidin-1-ylmethyl)quinolin-8-ol